BrC=1COC2=CC(=CC=C2C1C1=CC=C(C=C1)N1CC2(C1)CCN(CC2)C(=O)OC(C)(C)C)OC2OCCCC2 tert-butyl 2-(4-(3-bromo-7-((tetrahydro-2H-pyran-2-yl)oxy)-2H-chromene-4-yl) phenyl)-2,7-diazaspiro[3.5]nonane-7-carboxylate